(R)-N-(3-(1-((2-amino-5-chloropyridin-3-yl)oxy)ethyl)phenyl)-2-fluoro-5-methylbenzamide NC1=NC=C(C=C1O[C@H](C)C=1C=C(C=CC1)NC(C1=C(C=CC(=C1)C)F)=O)Cl